Cl.CC1=C(NC2=CC=C(C=C12)CN)C1CCOCC1 (3-methyl-2-(tetrahydro-2H-pyran-4-yl)-1H-indol-5-yl)methylamine hydrochloride